8-methoxy-5H-[1,2,4]Triazino[5,6-b]Indole-3-thiol COC1=CC=2C3=C(NC2C=C1)N=C(N=N3)S